C(C)N1CCN(CC1)C([C@H](CCCN[C@H]1[C@@H](C1)C1=CC=C(C=C1)F)NC(C1=CC=C(C=C1)N1N=NC=C1)=O)=O N-[(2S)-1-(4-Ethylpiperazin-1-yl)-5-[[(1R,2S)-2-(4-fluorophenyl)cyclopropyl]amino]-1-oxopentan-2-yl]-4-(1H-1,2,3-triazol-1-yl)benzamide